FC=1N=C(SC1CN1CC2(CC1)OC1=C(C2)C=CC=C1OC)NC(C)=O N-(4-Fluoro-5-((7-methoxy-3H-spiro[benzofuran-2,3'-pyrrolidin]-1'-yl)methyl)thiazol-2-yl)acetamide